3-(1-oxo-5-(((R)-piperidin-2-yl)methoxy)isoindolin-2-yl)piperazine O=C1N(CC2=CC(=CC=C12)OC[C@@H]1NCCCC1)C1CNCCN1